CN(C)[C@H](C1=CC=CC=C1)CCOC1=CC=CC2=CC=CC=C12 (S)-N,N-dimethyl-α-[2-(1-naphthoxy)ethyl]benzylamine